3-(1,1-dioxido-3-(1H-pyrrol-1-yl)-7-((tetrahydro-2H-pyran-4-yl)amino)benzo[b]thiophen-2-yl)prop-2-yn O=S1(C2=C(C(=C1C#CC)N1C=CC=C1)C=CC=C2NC2CCOCC2)=O